ClC=1C=NC=C(C1)OC=1C=NC=C(C1)C(F)F 3-chloro-5-((5-(difluoromethyl)pyridin-3-yl)oxy)pyridine